ONC(=O)C[C@@H](CC1=CC2=CC=CC=C2C=C1)N1N=NC(=C1)CNC(C1=CC=C(C=C1)C)=O N-[1-((R)-2-hydroxycarbamoyl-1-naphthalen-2-ylmethyl-ethyl)-1H-[1,2,3]triazol-4-ylmethyl]-4-methyl-benzamide